(R)-N-(7-(1-(1-acryloylpiperidin-3-yl)-4-amino-1H-pyrazolo[3,4-d]pyrimidin-3-yl)benzo[d][1,3]dioxol-4-yl)-benzo[b]thiophene-2-carboxamide C(C=C)(=O)N1C[C@@H](CCC1)N1N=C(C=2C1=NC=NC2N)C2=CC=C(C1=C2OCO1)NC(=O)C1=CC2=C(S1)C=CC=C2